thiazaborole S1N=BC=C1